3-[[tert-Butyl(dimethyl)silyl]oxy]propan-1-yl bis(indan-2-yl) phosphate P(=O)(OCCCO[Si](C)(C)C(C)(C)C)(OC1CC2=CC=CC=C2C1)OC1CC2=CC=CC=C2C1